C(C)C1=C(C(=O)NCCCNC(=O)[C@H]2NC[C@@H](C2)O)C=CC(=C1)NC=1C=2N(C=CN1)C(=CN2)C=2C(=NN(C2)C)C(F)(F)F (2S,4R)-N-[3-[[2-ethyl-4-[[3-[1-methyl-3-(trifluoromethyl)pyrazol-4-yl]imidazo[1,2-a]pyrazin-8-yl]amino]benzoyl]amino]propyl]-4-hydroxypyrrolidine-2-carboxamide